C(C)N(CCOC1=C(C=C2C(=CC=NC2=C1)OC1=C(C=C(C=C1)NC(=O)C1(CCC1)C(=O)NC1=CC=C(C=C1)F)F)OC)CC N-(4-{[7-{[2-(Diethylamino)ethyl]oxy}-6-(methyloxy)chinolin-4-yl]oxy}-3-fluorophenyl)-N'-(4-fluorophenyl)cyclobutan-1,1-dicarboxamid